4-ethynyl-N1-methyl-2,7-naphthyridine-1,6-diamine C(#C)C1=CN=C(C2=CN=C(C=C12)N)NC